ON1C(CCC1=O)=O N-hydroxybutyric acid imide